N-cyclopropyl-1-{4-[5-hydroxy-5-(trifluoromethyl)-4,5-dihydro-1,2-oxazol-3-yl]benzyl}-1H-pyrazole-4-carboxamide C1(CC1)NC(=O)C=1C=NN(C1)CC1=CC=C(C=C1)C1=NOC(C1)(C(F)(F)F)O